4-methylene-2-nonyltetrahydro-2H-pyran C=C1CC(OCC1)CCCCCCCCC